(R)-ethyl 2-acetoxy-3-(2-hydroxyphenyl)propanoate C(C)(=O)O[C@@H](C(=O)OCC)CC1=C(C=CC=C1)O